BrC=1SC=2CN(CCC2N1)C(C(F)(F)C=1C=C(C(=O)NC2=CC(=C(C=C2)F)C)C=CC1F)=O 3-(2-(2-bromo-6,7-dihydrothiazolo[5,4-c]pyridin-5(4H)-yl)-1,1-difluoro-2-oxoethyl)-4-fluoro-N-(4-fluoro-3-methylphenyl)benzamide